octadecane-5,5-diol CCCCC(CCCCCCCCCCCCC)(O)O